4-(4-((1R,5S)-3,8-diazabicyclo[3.2.1]oct-3-yl)-6,8-difluoro-2-((1-(2-methoxyethyl)-3-methylazepan-3-yl)methoxy)quinazolin-7-yl)-5-ethynyl-6-fluoronaphthalen-2-ol [C@H]12CN(C[C@H](CC1)N2)C2=NC(=NC1=C(C(=C(C=C21)F)C2=CC(=CC1=CC=C(C(=C21)C#C)F)O)F)OCC2(CN(CCCC2)CCOC)C